(2R,4S)-rel-2-[4-(2,3-dichloro-6-hydroxyphenyl)piperidin-2-yl]-N-methylacetamide ClC1=C(C(=CC=C1Cl)O)[C@@H]1C[C@@H](NCC1)CC(=O)NC |o1:9,11|